C(C1=CC=CC=C1)(=O)C1=CN=C(N1)C=1C=C(OC=2C(=C3C(=CNC3=CC2F)CC(=O)O)C)C=CC1F 2-(5-(3-(5-Benzoyl-1H-imidazol-2-yl)-4-fluorophenoxy)-6-fluoro-4-methyl-1H-indol-3-yl)acetic acid